COC1=CC=C(C=N1)N1N=C(C(C1=O)C(=O)NC1=CC(=CC=C1)C1=NC=CN=C1)C 1-(6-methoxypyridin-3-yl)-3-methyl-5-oxo-N-(3-(pyrazin-2-yl)phenyl)-4,5-dihydro-1H-pyrazole-4-carboxamide